N-(4-fluorophenylmethyl)-2-(pyrrolidin-1-yl)ethane-1-amine FC1=CC=C(C=C1)CNCCN1CCCC1